5-fluoro-4-(trifluoromethyl)-2-vinylpyridine FC=1C(=CC(=NC1)C=C)C(F)(F)F